C1CCC(C2CCCC(=C12)O)O octahydronaphthalene-4,8-diol